(Z)-N-(Bis(2,6-dimethoxyphenyl)phosphanyl)-9H-carbazole-9-carbimidate COC1=C(C(=CC=C1)OC)P(\N=C(/[O-])\N1C2=CC=CC=C2C=2C=CC=CC12)C1=C(C=CC=C1OC)OC